C(C1=CC=CC=C1)OCC1CN(C1)[C@H]1CCC=2C=3C1=C1C(=NC3C=C(C2C)F)C2=CC3=C(C(N2C1)=O)COC([C@]3(O)CC)=O (1S,9S)-1-(3-((benzyloxy)methyl)azetidin-1-yl)-9-ethyl-5-fluoro-9-hydroxy-4-methyl-2,3,12,15-tetrahydrobenzo[de]pyrano[3',4':6,7]indolizino[1,2-b]quinoline-10,13(1H,9H)-dione